CC1(C(NC2=CC(=CC=C12)NC1=CC(=NC(=C1)NC1=CC=C2C=CNC2=C1)C#N)=O)C 4-[(3,3-dimethyl-2-oxo-2,3-dihydro-1H-indol-6-yl)amino]-6-[(1H-indol-6-yl)amino]pyridine-2-carbonitrile